(2S,4S)-1-acetyl-4-hydroxy-N-[(S)-phenyl[4-(propan-2-yl)phenyl]methyl]pyrrolidine-2-carboxamide C(C)(=O)N1[C@@H](C[C@@H](C1)O)C(=O)N[C@H](C1=CC=C(C=C1)C(C)C)C1=CC=CC=C1